tert-butyl (2-(2-(2-(6-((5-chloro-1-methyl-6-oxo-1,6-dihydropyridazin-4-yl)amino)-3,4-dihydroisoquinolin-2(1H)-yl)ethoxy)ethoxy)ethyl)carbamate ClC1=C(C=NN(C1=O)C)NC=1C=C2CCN(CC2=CC1)CCOCCOCCNC(OC(C)(C)C)=O